1-[4-(1,1-dimethylethyl)phenyl]-4-[4-(diphenylmethoxy)-1-piperidyl]-1-butanone fumarate C(\C=C\C(=O)O)(=O)O.CC(C)(C)C1=CC=C(C=C1)C(CCCN1CCC(CC1)OC(C1=CC=CC=C1)C1=CC=CC=C1)=O